BrC=1C=C(C(=O)O)C=C(C1)C(F)F 3-bromo-5-(difluoromethyl)benzoic acid